NC1=C(C=CC=C1N)N1C2CN(CC1CC2)C(=O)OC(C)(C)C tert-butyl 8-(2,3-diaminophenyl)-3,8-diazabicyclo[3.2.1]octane-3-carboxylate